CS(=O)(=O)CN1C=NC=C1C(=O)N ((methylsulfonyl)methyl)-1H-imidazole-5-carboxamide